3-(quinolin-3-yl)-3-(3-(3-(5,6,7,8-tetrahydro-1,8-naphthyridin-2-yl)propoxy)azetidin-1-yl)propionic acid N1=CC(=CC2=CC=CC=C12)C(CC(=O)O)N1CC(C1)OCCCC1=NC=2NCCCC2C=C1